The molecule is an acyl-CoA oxoanion that is the pentaanion of trans-2-dodecenedioyl-CoA, arising from deprotonation of phosphate, diphosphate and carboxylic acid functions; major species at pH 7.3. It is a conjugate base of a trans-2-dodecenedioyl-CoA. CC(C)(COP(=O)([O-])OP(=O)([O-])OC[C@@H]1[C@H]([C@H]([C@@H](O1)N2C=NC3=C(N=CN=C32)N)O)OP(=O)([O-])[O-])[C@H](C(=O)NCCC(=O)NCCSC(=O)/C=C/CCCCCCCCC(=O)[O-])O